CC1(CC=2C(NC(NC2CC1)=O)=O)C1=CC=CC=C1 6-methyl-6-phenyl-5,6,7,8-tetrahydroquinazoline-2,4(1H,3H)-dione